((((2R,5R)-5-(6-amino-9H-purin-9-yl)-4-fluoro-2,5-dihydrofuran-2-yl)oxy)methyl)phosphonic acid NC1=C2N=CN(C2=NC=N1)[C@H]1C(=C[C@H](O1)OCP(O)(O)=O)F